NC1=C2C(=NC=N1)N(N=C2C(=O)NC2=CC=C(C=C2)C=2OC=CC2)C2CCCC2 4-amino-1-cyclopentyl-N-(4-(furan-2-yl)phenyl)-1H-pyrazolo[3,4-d]pyrimidine-3-carboxamide